C(C=C)(=O)OC1=C(C=CC=C1)C1=CC=CC=C1 biphenyl-2-yl acrylate